(rac)-7-benzyl 5-(tert-butyl) 2-(4-bromophenyl)-3,4,5a,6,8,9-hexahydro-2H-10-oxa-1,2,5,7-tetraazacycloocta[cd]indene-5,7-dicarboxylate BrC1=CC=C(C=C1)N1N=C2C=3[C@@H](N(CCC13)C(=O)OC(C)(C)C)CN(CCO2)C(=O)OCC2=CC=CC=C2 |r|